copper lead sulfate S(=O)(=O)([O-])[O-].[Pb+2].[Cu+2].S(=O)(=O)([O-])[O-]